C(C)(C)(C)C1=CC2=C(OC(C2O)=O)C(=C1)C(C)(C)C 5,7-di-t-butyl-3-hydroxybenzo[b]furan-2(3H)-one